n-docosylhexacosyl ether C(CCCCCCCCCCCCCCCCCCCCC)OCCCCCCCCCCCCCCCCCCCCCCCCCC